OC1=C(C(=CC(=C1)CCCCC)O)[C@@H]1C=C(CC[C@H]1C(=C)C)C(=O)O (3R-trans)-3-(2,6-dihydroxy-4-pentylphenyl)-4-(1-methylethenyl)-1-cyclohexene-1-carboxylic acid